benzyl-4-(((1S,2S)-2-amino-1-(4-bromothiazol-2-yl)-3-ethoxy-3-oxopropoxy)methyl)-3,6-dihydropyridine C(C1=CC=CC=C1)C1=NCC=C(C1)CO[C@@H]([C@@H](C(=O)OCC)N)C=1SC=C(N1)Br